FC1(CN(CC1)C=1C(=NN2C1NC(=C(C2=O)C=2C=C1C=CC=NC1=CC2)C)C2=CC=CC=C2)F 3-(3,3-difluoropyrrolidin-1-yl)-5-methyl-2-phenyl-6-(quinolin-6-yl)pyrazolo[1,5-a]pyrimidin-7(4H)-one